CN1C(=NC=C1C)N(C1CN(C1)C(=O)OC(C)(C)C)C tert-butyl 3-((1,5-dimethyl-1H-imidazol-2-yl)(methyl)amino)azetidine-1-carboxylate